C(C)OC(=O)C=1N=C(SC1)N1N=C(C(=C1CC#N)CC1=CC=C(C=C1)S(N)(=O)=O)C1=CC=CC=C1.O[C@H]1CN(CC1)C(C)=O (R)-1-(3-hydroxypyrrolidin-1-yl)ethan-1-one ethyl-2-(5-(cyanomethyl)-3-phenyl-4-(4-sulfamoylbenzyl)-1H-pyrazol-1-yl)thiazole-4-carboxylate